FC1=C(C(=CC=C1)C)N1C=2N(C3=C(C1=O)C=NC(=N3)NC3=CC(=C(C=C3)N3CCN(CC3)C)Cl)CCN2 6-(2-Fluoro-6-methylphenyl)-2-((3-chloro-4-(4-methylpiperazin-1-yl)phenyl)amino)-8,9-dihydroimidazo[1,2-a]pyrimido[5,4-e]pyrimidin-5(6H)-one